C(C1=CC=CC=C1)(=O)O benzoic acid, hydroxide